C(C)C=1C(=NC=C(C1)C1=C(C=CC=C1)C=1C=NC=C(C1)C)N ethyl-5-(2-(5-methylpyridin-3-yl)phenyl)pyridin-2-amine